C(C)(C)C1=C(C(=CC=C1)C(C)C)N1C(N(C=C1)CC1=C(C=C(C=C1C)C)C)=[Pd-2](Cl)Cl [1-(2,6-diisopropylphenyl)-3-(2,4,6-trimethylbenzyl)-1H-imidazol-2-ylidene]dichloropalladium(II)